4-(2-(dimethylamino)-2-oxoethyl)-N-(2-fluoro-6-methoxybenzyl)-3-methyl-8-(oxazol-2-yl)-5-oxo-2,3,4,5-tetrahydropyrido[2',3':4,5]furo[2,3-f][1,4]oxazepine-3-carboxamide CN(C(CN1C(COC2=C(C1=O)OC1=C2N=CC(=C1)C=1OC=CN1)(C(=O)NCC1=C(C=CC=C1OC)F)C)=O)C